C(C)OC(C(C(CC)=O)Br)=O.C(C)OC(C(C(CC)=O)N1C[C@H](N(CC1)C(=O)OC(C)(C)C)C)=O tert-butyl (2R)-4-(1-ethoxy-1,3-dioxopentan-2-yl)-2-methylpiperazine-1-carboxylate Ethyl-2-bromo-3-oxopentanoate